N1=C(C=CC=C1)CC(=O)NC=1N=NN(C1)CCCCN1N=NC(=C1)C(=O)NCC1=NC=CC=C1 1-(4-{4-[2-(pyridin-2-yl)acetamido]-1H-1,2,3-triazol-1-yl}butyl)-N-(pyridin-2-ylmethyl)-1H-1,2,3-triazole-4-carboxamide